4-[5-(4-Bromobenzoylamino)-1,3,4-thiadiazol-2-yl]benzoic acid methyl ester COC(C1=CC=C(C=C1)C=1SC(=NN1)NC(C1=CC=C(C=C1)Br)=O)=O